2,4-dimethyl-4,6-dihydro-5H-thiazolo[5',4':4,5]pyrrolo[2,3-d]pyridazin-5-one CC=1SC2=C(N(C=3C(NN=CC32)=O)C)N1